4-chloro-2-({3-[2-(4-chlorophenyl)ethyl]-1,2,4-oxadiazol-5-yl}methyl)-5-(3-oxopiperazin-1-yl)-2,3-dihydropyridazin-3-one ClC=1C(N(N=CC1N1CC(NCC1)=O)CC1=NC(=NO1)CCC1=CC=C(C=C1)Cl)=O